N-(1,3-benzodioxol-5-yl)-3-[3,5-dimethyl-4-(trifluoromethyl)pyrazol-1-yl]-N-methyl-benzamide O1COC2=C1C=CC(=C2)N(C(C2=CC(=CC=C2)N2N=C(C(=C2C)C(F)(F)F)C)=O)C